(E)-2H-pyran O1CC=CC=C1